BrC1=C(C=C(C=C1)C(C)Cl)OC 1-bromo-4-(1-chloroethyl)-2-methoxybenzene